N-[[4-[3-(hydroxymethyl)azetidin-1-yl]-1-[4-(trifluoromethoxy)phenyl]pyrazolo[3,4-b]pyridin-3-yl]methyl]prop-2-enamide OCC1CN(C1)C1=C2C(=NC=C1)N(N=C2CNC(C=C)=O)C2=CC=C(C=C2)OC(F)(F)F